1-(4-methylpyridin-2-yl)ethanone CC1=CC(=NC=C1)C(C)=O